CC1C=2N(CCCN1S(=O)(=O)C1=C(C=CC=C1)[N+](=O)[O-])N=C(C2C)C(=O)N dimethyl-5-(2-nitrophenyl)sulfonyl-4,6,7,8-tetrahydropyrazolo[1,5-a][1,4]diazepine-2-carboxamide